tert-butyl (2-(4-(7-(2-amino-7-fluorobenzo[d]thiazol-4-yl)-8-fluoro-6-(furan-3-yl)-2-(((S)-1-methylpyrrolidin-2-yl)methoxy)quinazolin-4-yl)piperazin-1-yl)-2-oxoethyl)carbamate NC=1SC2=C(N1)C(=CC=C2F)C2=C(C=C1C(=NC(=NC1=C2F)OC[C@H]2N(CCC2)C)N2CCN(CC2)C(CNC(OC(C)(C)C)=O)=O)C2=COC=C2